ClC1=C2C(=NC=C1C(C)(C)O)C(=C(S2)C2=NC(=NC=C2Cl)Cl)C 2-(7-chloro-2-(2,5-dichloropyrimidin-4-yl)-3-methylthieno[3,2-b]pyridin-6-yl)propan-2-ol